NCCCN(C(OC(C)(C)C)=O)C[C@H]1O[C@H]([C@@H]2OC(O[C@@H]21)(C)C)N2C1=NC=NC(=C1N=C2)NC(=O)OC(C)(C)C tert-butyl (3-aminopropyl)(((3aR,4R,6R,6aR)-6-(6-((tert-butoxycarbonyl)amino)-9H-purin-9-yl)-2,2-dimethyltetrahydrofuro[3,4-d][1,3]dioxol-4-yl)methyl)carbamate